(E)-3-(4-phenylphenyl)prop-2-enecarboxylic acid C1(=CC=CC=C1)C1=CC=C(C=C1)/C=C/CC(=O)O